1-ethyl-3-methylimidazole diammonium [NH4+].[NH4+].C(C)N1CN(C=C1)C